methyl 2'-chloro-6-cyclopropyl-5'-methoxy-[4,4'-bipyridine]-3-carboxylate ClC1=NC=C(C(=C1)C1=C(C=NC(=C1)C1CC1)C(=O)OC)OC